dihydroxydiphenyl-silaneOne OC=1C(=C(C=CC1)[Si](=O)C1=CC=CC=C1)O